[2,4-Difluoro-5-(7-morpholin-4-yl-quinazolin-4-yl)-phenyl]imidazo-[1,2-a]pyrazin-6-yl-methanol FC1=C(C=C(C(=C1)F)C1=NC=NC2=CC(=CC=C12)N1CCOCC1)C(O)C=1N=CC=2N(C1)C=CN2